N-{(2S,3R)-4,4-difluoro-1-[(2R)-oxolane-2-carbonyl]-2-[(2,3',5'-trifluoro[1,1'-biphenyl]-3-yl)methyl]pyrrolidin-3-yl}-ethanesulfonamide FC1([C@@H]([C@@H](N(C1)C(=O)[C@@H]1OCCC1)CC=1C(=C(C=CC1)C1=CC(=CC(=C1)F)F)F)NS(=O)(=O)CC)F